(S,6S)-N-((8-fluoro-1,2,3,5,6,7-hexahydro-s-indacen-4-yl)carbamoyl)-6-((2-fluoroethyl)amino)-6,7-dihydro-5H-pyrazolo[5,1-b][1,3]oxazine-3-sulfonimidamide FC=1C=2CCCC2C(=C2CCCC12)NC(=O)N[S@@](=O)(=N)C=1C=NN2C1OC[C@H](C2)NCCF